NC1C(C2(C(C3=C(C=NC=C3OC)O2)(C1O)O)C1=CC=C(C=C1)C(F)F)C1=CC=CC=C1 6-amino-7a-(4-(difluoromethyl)phenyl)-4-methoxy-7-phenyl-5,6,7,7a-tetrahydro-4bH-cyclopenta[4,5]furo[2,3-c]pyridine-4b,5-diol